S1C=CC=2C(=NCCC21)CN (6,7-dihydrothieno[3,2-c]pyridin-4-yl)methylamine